methylenebis(decanoamide) C(CCCCCCCCCC(=O)N)CCCCCCCCCC(=O)N